ClC=1C=NC(=NC1)N1CCC(CC1)C1CC(C1)CCOC1C(CN1C(CC1=C(C=CC=C1)F)=O)CNC[C@@H]([C@H]([C@@H]([C@@H](CO)O)O)O)O 4-[2-[3-[1-(5-chloropyrimidin-2-yl)-4-piperidyl]cyclobutyl]ethoxy]-2-(fluoro-phenyl)-[3-[[[(2S,3R,4R,5R)-2,3,4,5,6-pentahydroxyhexyl]amino]methyl]-azetidin-1-yl]ethanone